CC=1C=C(C=CC1)\C=N\NC=1N=C(C2=C(N1)CN(C2)[C@@H]2CN(CCC2)C(C=C)=O)N2CCOCC2 1-{(3S)-3-[2-{(2E)-2-[(3-methylphenyl)methylidene]hydrazinyl}-4-(morpholin-4-yl)-5,7-dihydro-6H-pyrrolo[3,4-d]pyrimidin-6-yl]piperidin-1-yl}prop-2-en-1-one